NC1=NC=C(C=C1O[C@@H](C)C=1C=C(C=CC1)NC(C1=C(C(=CC=C1)Cl)Cl)=O)Cl (S)-N-(3-(1-((2-amino-5-chloropyridin-3-yl)oxy)ethyl)phenyl)-2,3-dichlorobenzamide